2-(3-(3-Oxoisoindolin-5-yl)oxetan-3-yl)acetohydrazide O=C1NCC2=CC=C(C=C12)C1(COC1)CC(=O)NN